2-[3-[2,2-Difluorocyclopropyl]-5-(trifluoromethyl)pyrazol-1-yl]acetic acid FC1(C(C1)C1=NN(C(=C1)C(F)(F)F)CC(=O)O)F